FC12C(NC=C1O)=CN(C2)C(=O)OC(C)(C)C (cis)-tert-butyl 3a-fluoro-3-hydroxypyrrolo[3,4-b]pyrrole-5(1H)-carboxylate